ethyl 5-((tert-butoxycarbonyl)amino)-4-methoxy-2-methylpyrazolo[1,5-a]pyridine-3-carboxylate C(C)(C)(C)OC(=O)NC1=C(C=2N(C=C1)N=C(C2C(=O)OCC)C)OC